CC=1C=C(C=C(C1)C)C1=CN=C2C(=N1)N(C=C2)C2=CC(=C(C(=O)O)C=C2)[C@H]2CNCCC2 (S)-4-(3-(3,5-dimethylphenyl)-5H-pyrrolo[2,3-b]pyrazin-5-yl)-2-(piperidin-3-yl)benzoic acid